BrC1=CC2=C(NC(N2CP(=O)(OCC)OCC)=O)C=C1 5-bromo-3-(diethoxyphosphorylmethyl)-1H-benzimidazol-2-one